N-(1-ethylpiperidin-4-yl)-3-(1H-imidazol-1-yl)benzamide C(C)N1CCC(CC1)NC(C1=CC(=CC=C1)N1C=NC=C1)=O